C(CCC(C)C)(=O)OC(C)(C)C tert-butyl isohexanoate